2-(5-chloro-2-(methoxycarbonyl)phenoxy)acetic acid ClC=1C=CC(=C(OCC(=O)O)C1)C(=O)OC